(S)-tert-butyl(4-(4-amino-7-(2-(2-(hydroxymethyl)pyrrolidin-1-yl)ethyl)pyrrolo[2,1-f][1,2,4]triazin-5-yl)-2-methoxyphenyl)carbamate C(C)(C)(C)OC(NC1=C(C=C(C=C1)C=1C=C(N2N=CN=C(C21)N)CCN2[C@@H](CCC2)CO)OC)=O